3B,7a-dihydroxy-5-cholestenoic acid OC1CC2=C[C@H]([C@H]3[C@@H]4CC[C@H]([C@@H](CCCC(C(=O)O)C)C)[C@]4(CC[C@@H]3[C@]2(CC1)C)C)O